6-((1-(4-chlorophenyl)-7-fluoro-5-(1-hydroxy-1-(piperidin-4-yl)ethyl)-1-((1-(hydroxymethyl)cyclopropyl)methoxy)-3-oxoisoindolin-2-yl)methyl)nicotinonitrile ClC1=CC=C(C=C1)C1(N(C(C2=CC(=CC(=C12)F)C(C)(C1CCNCC1)O)=O)CC1=NC=C(C#N)C=C1)OCC1(CC1)CO